N1-methyl-4-(6-(2-methylmorpholino)-[1,2,4]triazolo[1,5-a]pyridin-2-yl)-2,7-naphthyridine-1,6-diamine CNC1=NC=C(C2=CC(=NC=C12)N)C1=NN2C(C=CC(=C2)N2CC(OCC2)C)=N1